BrC1=CC=C(C=C1C(F)(F)F)[N+]#[C-] 4-BROMO-5-(TRIFLUOROMETHYL)-PHENYLISOCYANIDE